FC(C=1C=2N(C=C(C1)N=C(C1=CC=CC=C1)C1=CC=CC=C1)C=C(N2)C)F N-(8-(difluoromethyl)-2-methylimidazo[1,2-a]pyridin-6-yl)-1,1-diphenylmethanimine